(Z)-1-(4-amino-2-fluorobut-2-en-1-yl)-4-(pyrimidin-5-yl)-1H-benzo[d]imidazol-6-carbonitrile NC\C=C(\CN1C=NC2=C1C=C(C=C2C=2C=NC=NC2)C#N)/F